2-(4-bromo-2-chloro-phenyl)-2,2-difluoro-ethanamine hydrochloride Cl.BrC1=CC(=C(C=C1)C(CN)(F)F)Cl